C1CCOS1(=O)=O gamma-propanesultone